C1(CCCCC1)[C@]1(OCC2=CC(=CC=C2[C@H]1C1=CC=C(C=C1)N1CCC(CC1)CN1CCN(CC1)C=1C=C2CN(C(C2=CC1)=O)[C@@H]1C(NC(CC1)=O)=O)O)C (S)-3-(5-(4-((1-(4-((3R-4R)-3-cyclohexyl-7-hydroxy-3-methylisochroman-4-yl)phenyl)piperidin-4-yl)methyl)piperazin-1-yl)-1-oxoisoindolin-2-yl)piperidine-2,6-dione